2-(1-butoxy)-9-phenylacridine C(CCC)OC1=CC2=C(C3=CC=CC=C3N=C2C=C1)C1=CC=CC=C1